N-(4-methoxy-2-methylphenyl)-1-[5-(pyridin-4-yl)-1H-pyrazole-3-carbonyl]piperidine-4-carboxamide tert-Butyl-3-(2-(dimethylamino)-2-oxoethyl)-5-methoxy-1H-indole-1-carboxylate C(C)(C)(C)OC(=O)N1C=C(C2=CC(=CC=C12)OC)CC(=O)N(C)C.COC1=CC(=C(C=C1)NC(=O)C1CCN(CC1)C(=O)C1=NNC(=C1)C1=CC=NC=C1)C